(6S,9R)-6,7,8,9-Tetrahydro-5H-6,9-epiminocyclohepta[b]pyridine N1=C2C(=CC=C1)C[C@@H]1CC[C@H]2N1